5-ethyl-5H-pyrido[3,2-b]indole-8-carboxylic acid ethyl ester C(C)OC(=O)C1=CC=2C3=C(N(C2C=C1)CC)C=CC=N3